CC1C=CC(O)=CC=1.CC1C=CC=C(O)C=1.CC1C=CC=CC=1O Methylphenol